O1CCC(CC1)NC1=CC=C(C=C1)C1C(CC2C(N1)CCC2)C(=O)N 2-(4-((tetrahydro-2H-pyran-4-yl)amino)phenyl)octahydro-1H-cyclopenta[b]pyridine-3-carboxamide